N-(6-fluoro-2-methyl-2H-benzo[d][1,2,3]triazol-5-yl)-1,1-diphenylmethanimine FC=1C(=CC=2C(=NN(N2)C)C1)N=C(C1=CC=CC=C1)C1=CC=CC=C1